FC(CCCC=O)(CC(F)(F)F)F 5,5,7,7,7-pentafluoroheptanal